C(C1=CC=CC=C1)OC1=CC=C(C=C1)[C@H](C(C)(C)O)NC(OC(C)(C)C)=O tert-Butyl (R)-(1-(4-(benzyloxy)phenyl)-2-hydroxy-2-methylpropyl)carbamate